N1(C=NC=C1)CC(C(=O)NC1CCN(CC1)C1=NC(=NC=C1)Cl)C(C1=CC=CC=C1)=O 2-((1H-imidazol-1-yl)methyl)-N-(1-(2-chloropyrimidin-4-yl)piperidin-4-yl)-3-oxo-3-phenylpropanamide